ClC=1C(=C2C=3C(=C4C(=NC3C1)C1=CC3=C(C(N1C4)=O)COC([C@]3(O)CC)=O)[C@H](CC2)NC[C@H](C)O)C (2S)-N-((1S,9S)-5-chloro-9-ethyl-9-hydroxy-4-methyl-10,13-dioxo-2,3,9,10,13,15-hexahydro-1H,12H-benzo[de]pyrano[3',4':6,7]indolizino[1,2-b]quinolin-1-yl)-2-hydroxypropyl-amine